FC=1C=CC(=NC1)OCC=1N=C2N(C=C(C=N2)C2=C(C=CC=C2)C)C1 2-[(5-fluoro-2-pyridinyl)oxymethyl]-6-(o-tolyl)imidazo[1,2-a]pyrimidine